2-amino-4-(3-(4-fluoropyridin-2-yl)phenyl)-6-(piperidin-1-yl)pyridine-3,5-dicarbonitrile NC1=NC(=C(C(=C1C#N)C1=CC(=CC=C1)C1=NC=CC(=C1)F)C#N)N1CCCCC1